N1CCC(CC1)N1CCOCC1 4-(4-piperidinyl)morpholine